3-amino-7-chloro-4-(7-chloro-1H-indazol-4-yl)-6-(3,3-difluoropropoxy)-1H-quinolin-2-one NC=1C(NC2=CC(=C(C=C2C1C1=C2C=NNC2=C(C=C1)Cl)OCCC(F)F)Cl)=O